(4-bromo-3-chloro-2,5-difluorophenyl)boronic acid BrC1=C(C(=C(C=C1F)B(O)O)F)Cl